2,5-dichloro-4-(nitromethyl)-1,3-thiazole ClC=1SC(=C(N1)C[N+](=O)[O-])Cl